ClC1=C(C=C(C(=C1)[N-]S(=O)(=O)CCC)Cl)[N-]S(=O)(=O)CCC 2,5-dichloro-1,4-phenylenebis((propylsulfonyl)amide)